5-(1-((1,3-dimethyl-1H-pyrazol-4-yl)sulfonyl)piperidin-4-yl)-1H-pyrrolo[2,3-c]pyridine CN1N=C(C(=C1)S(=O)(=O)N1CCC(CC1)C=1C=C2C(=CN1)NC=C2)C